Cl.Cl.N[C@H](C(=O)N[C@@H](CC(=O)OCC)C1=C(C(=CC(=C1)C=1C2=CN(N=C2C=CC1C)C)F)F)CC(C)C ethyl (3S)-3-[(2S)-2-amino-4-methylpentanamido]-3-[5-(2,5-dimethyl-2H-indazol-4-yl)-2,3-difluorophenyl]propanoate dihydrochloride